ClC1=CC=C(C=C1)SC1CCCCC1 1-chloro-4-cyclohexylsulfanyl-benzene